((2,2'-dimethyl-[1,1'-biphenyl]-4-yl)oxy)-4-methylpyridin-3-amine CC1=C(C=CC(=C1)OC1=NC=CC(=C1N)C)C1=C(C=CC=C1)C